4-hydroxy-2-methoxy-5-(oxo-benzyl)benzenesulfonic acid OC1=CC(=C(C=C1C(C1=CC=CC=C1)=O)S(=O)(=O)O)OC